[N+](=O)([O-])C1=CC=C(C=C1)OC(=O)N1CC2CCC(C1)O2 (4-nitrophenyl)8-oxa-3-azabicyclo[3.2.1]Octane-3-carboxylate